CN([S@](=O)C(C)(C)C)[C@@H]1[C@@H]2[C@H](C=3C=C(C=CC13)C(F)(F)F)C2 (R)-N,2-dimethyl-N-((1aR,6R,6aS)-3-(trifluoromethyl)-1,1a,6,6a-tetrahydrocyclopropa[a]inden-6-yl)propane-2-sulfinamide